tert-butyl (6-(benzyloxy)-2-(5-((2R,8S)-2-(benzyloxy)-1,1,1-trifluoro-8-hydroxynonan-2-yl)-1,3,4-oxadiazol-2-yl)-5-(trifluoromethyl)pyridin-3-yl)carbamate C(C1=CC=CC=C1)OC1=C(C=C(C(=N1)C=1OC(=NN1)[C@@](C(F)(F)F)(CCCCC[C@H](C)O)OCC1=CC=CC=C1)NC(OC(C)(C)C)=O)C(F)(F)F